C(C)(C)C1(C2CC3CC(CC1C3)C2)OC(C(=C)C)=O (1r,3r,5r,7r)-2-isopropyladamantan-2-ylmethacrylate